N1=NC=C2N1CCC(C2)C(=O)OCC ethyl 4,5,6,7-tetrahydro-[1,2,3]triazolo[1,5-a]pyridine-5-carboxylat